2-amino-N-((5-chloro-2-pyridinyl)methyl)-3-methyl-N-(2-pyrimidinylmethyl)-6-quinolinecarboxamide NC1=NC2=CC=C(C=C2C=C1C)C(=O)N(CC1=NC=CC=N1)CC1=NC=C(C=C1)Cl